NC1=NC2=CC=C(C=C2C(=C1)CN)C(=O)N1C(CCCC1)C1=CC=C(C=C1)C(F)(F)F (2-amino-4-(aminomethyl)quinolin-6-yl)(2-(4-(trifluoromethyl)phenyl)piperidin-1-yl)methanone